CC(CCCCCCCCCCCC)OCCO 2-(tetradecan-2-yloxy)ethan-1-ol